3-[(6-phenylpyridazin-3-yl)amino]-N-[(pyridin-4-yl)methyl]benzamide C1(=CC=CC=C1)C1=CC=C(N=N1)NC=1C=C(C(=O)NCC2=CC=NC=C2)C=CC1